[5-(1-aminoethyl)-1H-1,2,4-triazol-1-yl]pyrimidine-4-carbonitrile hydrochloride Cl.NC(C)C1=NC=NN1C1=NC=CC(=N1)C#N